Methyl 2-chloro-5-[2-(3-{2-[methyl(prop-2-enoyl)amino]ethoxy}pyridin-4-yl)-1H-pyrrolo[3,2-b]pyridin-3-yl]benzoate ClC1=C(C(=O)OC)C=C(C=C1)C1=C(NC=2C1=NC=CC2)C2=C(C=NC=C2)OCCN(C(C=C)=O)C